Methyl 7-methyl-1,2,3,4-tetrahydroquinoxaline-6-carboxylate CC1=C(C=C2NCCNC2=C1)C(=O)OC